C(CCCCCC)OCCCCCCC (heptyl) oxide